2-oxo-2-[(2R,5S)-5-methyl-2-[2-(1-methyl-4-piperidyl)indazol-6-yl]-1-piperidyl]acetamide O=C(C(=O)N)N1[C@H](CC[C@@H](C1)C)C=1C=CC2=CN(N=C2C1)C1CCN(CC1)C